rac-(R)-6-(2-amino-6-fluoro-5-(4-(piperidin-3-yloxy)phenyl)pyridin-3-yl)-7-fluoro-3,4-dihydroisoquinolin-1(2H)-one NC1=NC(=C(C=C1C=1C=C2CCNC(C2=CC1F)=O)C1=CC=C(C=C1)O[C@H]1CNCCC1)F |r|